antimonyl-sulfur silver [Ag].[Sb](=O)#[S]